(3R)-tert-Butyl 4-(2-((3-Chloro-5-((2,6-dioxopiperidin-3-yl)amino)phenyl)amino)-2-oxoethyl)-3-(trifluoromethyl)piperazine-1-carboxylate ClC=1C=C(C=C(C1)NC1C(NC(CC1)=O)=O)NC(CN1[C@H](CN(CC1)C(=O)OC(C)(C)C)C(F)(F)F)=O